N1=CC=CC=2CNCCC12 7,8-dihydro-5H-1,6-naphthyridin